3-chlorophenyl-N-((5-(5-(difluoromethyl)-1,3,4-oxadiazol-2-yl)thiazol-2-yl)methyl)ethanesulfonamide ClC=1C=C(C=CC1)C(C)S(=O)(=O)NCC=1SC(=CN1)C=1OC(=NN1)C(F)F